[Cl-].C[N+]1(CC(CC(C1)=C)=C)C 1,1-dimethyl-3,5-dimethylenepiperidinium chloride